4-[3-(4-bromophenoxy)propoxy]-6-[(3-fluoro-1H-indol-6-yl)amino]pyridine-2-carbonitrile BrC1=CC=C(OCCCOC2=CC(=NC(=C2)NC2=CC=C3C(=CNC3=C2)F)C#N)C=C1